tert-butyl 4-(4-ethylpiperazin-1-yl)-3-nitrobenzoate C(C)N1CCN(CC1)C1=C(C=C(C(=O)OC(C)(C)C)C=C1)[N+](=O)[O-]